CN1N=NC2=C1C=CC(=C2C)C(CC(=O)O)C=2C=C(C1=C(C=CS1)C2)CN2C[C@H](OC1=C(C2)N=C(C=C1)C(F)(F)F)CC 3-(1,4-Dimethyl-1H-benzotriazol-5-yl)-3-(7-{[(2R)-2-ethyl-7-(trifluoromethyl)-2,3-dihydropyrido[2,3-f][1,4]oxazepin-4(5H)-yl]methyl}-1-benzothiophen-5-yl)propanoic acid